O=C1C(C2=CC=C(C=3C(=CC=C1C23)C#N)C#N)=O 1,2-dioxo-acenaphthene-5,6-dinitrile